1-(p-anisoyl)-3-methyl-1-pentanone C(C1=CC=C(C=C1)OC)(=O)C(CC(CC)C)=O